C(N)(=O)C1=CC=C(C=C1)C=1C(=C(C(=O)N)C=C(C1Cl)Cl)OC1=C(C=C(C=C1)F)OC (4-carbamoylphenyl)-4,5-dichloro-2-(4-fluoro-2-methoxy-phenoxy)benzamide